methyl-2H-pyrazolo[3,4-b]pyridine CN1N=C2N=CC=CC2=C1